aminobutyluridine NCCCC[C@@]1([C@H](O)[C@H](O)[C@@H](CO)O1)N1C(=O)NC(=O)C=C1